C(C)OC(C1=CC(=C(C(=C1)F)N)F)=O.C(C1=CC=CC=C1)S(=O)(=O)NC(=O)C=1N=NC(=CC1)N1CCN(CC1)C(C1=CC(=C(C=C1)C=1C=NC=C(C1)O)F)=O N-benzylsulfonyl-6-[4-[3-fluoro-4-(5-hydroxypyridin-3-yl)benzoyl]piperazine-1-yl]pyridazine-3-carboxamide Ethyl-4-amino-3,5-difluorobenzoate